C(C)(C)(C)OC(=O)N1CC(CC1)NC(C)=O 3-acetamidopyrrolidine-1-carboxylic acid tert-butyl ester